3-(5-(difluoromethoxy)-2-fluorophenyl)-1-isopropyl-N-(3-methyl-1,1-dioxidothietan-3-yl)-1H-pyrazolo[4,3-c]pyridine-6-carboxamide FC(OC=1C=CC(=C(C1)C1=NN(C2=C1C=NC(=C2)C(=O)NC2(CS(C2)(=O)=O)C)C(C)C)F)F